C(CC)N1CCCCC1 N-propyl-piperidine